6-(5-(1,1-difluoro-2,3-dihydroxypropan-2-yl)-2-(methyl-d3)phenyl)pyrazine FC(C(CO)(O)C=1C=CC(=C(C1)C1=CN=CC=N1)C([2H])([2H])[2H])F